N[C@@H]1C2=CC=CC=C2CC12CCN(CC2)C=2NC(C1=C(N2)NN=C1C1(CC1)C1=CC(=NC=C1)N1CCOCC1)=O (S)-6-(1-amino-1,3-dihydrospiro[indene-2,4'-piperidine]-1'-yl)-3-(1-(2-morpholinopyridin-4-yl)cyclopropyl)-1,5-dihydro-4H-pyrazolo[3,4-d]pyrimidin-4-one